OCCCN(C(OC(C)(C)C)=O)C Tert-butyl (3-hydroxypropyl)(methyl)carbamate